CN(C/C=C/C(=O)NC=1C=NC=C(C(=O)[O-])C1)C.[Li+] Lithium (E)-5-(4-(dimethylamino)but-2-enamido)nicotinate